C(C)(=O)N[C@@H]1[C@H](C[C@](C(=O)OC)(OC(C)=O)O[C@H]1[C@H](OC(C)=O)[C@H](OC(C)=O)COC(C)=O)N Methyl 5-acetamido-2,7,8,9-tetra-O-acetyl-4-amino-3,4,5-trideoxy-D-glycero-β-D-galacto-2-nonulopyranosonate